CC1(OB(OC1(C)C)C=1C=CC=2NC3=CC=CC=C3C2C1)C 3-(4,4,5,5-tetramethyl-1,3,2-dioxaborolan-2-yl)carbazole